ClC1=C(C(=O)P(C2=CC=C(C=C2)CCC)(C(C2=C(C=CC=C2Cl)Cl)=O)=O)C(=CC=C1)Cl bis(2,6-dichlorobenzoyl)-(4-propylphenyl)phosphine oxide